Cl.Cl.Cl.C(CCCCCCCCC)=O Decan-1-one 3HCl